3-Methyl-4-(4-methylpiperazin-1-yl)aniline tert-butyl-4-[7-chloro-5-(2,8-dimethylimidazo[1,2-b]pyridazin-6-yl)-1,3-benzoxazol-2-yl]piperidine-1-carboxylate C(C)(C)(C)OC(=O)N1CCC(CC1)C=1OC2=C(N1)C=C(C=C2Cl)C=2C=C(C=1N(N2)C=C(N1)C)C.CC=1C=C(N)C=CC1N1CCN(CC1)C